N,N'-bis[(E)-pyridin-2-ylmethylidene]cyclohexane-1,2-diamine N1=C(C=CC=C1)\C=N\C1C(CCCC1)/N=C/C1=NC=CC=C1